4-(N-(tert-butyl)sulfamoyl)-N-(1-methyl-2-oxoindolin-6-yl)-2-(6-azaspiro[2.5]octan-6-yl)benzamide C(C)(C)(C)NS(=O)(=O)C1=CC(=C(C(=O)NC2=CC=C3CC(N(C3=C2)C)=O)C=C1)N1CCC2(CC2)CC1